7-Chloro-4-(2,6-dimethoxy-4-propylphenyl)-1-ethyl-5-methylindolin-2-one ClC=1C=C(C(=C2CC(N(C12)CC)=O)C1=C(C=C(C=C1OC)CCC)OC)C